13-(3-Fluoro-4-((4-methylpyrimidin-2-yl)oxy)phenyl)-3-((triisopropylsilyl)ethynyl)-6,7-dihydro-5H-pyrido[3,2-c]pyrimido[5',4':4,5]pyrrolo[1,2-a]azepin-12-amine FC=1C=C(C=CC1OC1=NC=CC(=N1)C)C=1C2=C(N3C1C1=C(CCC3)N=C(C=C1)C#C[Si](C(C)C)(C(C)C)C(C)C)N=CN=C2N